FC=1C=CC2=C(NC(=NS2(=O)=O)NCC=2N=CC3=CC=CC=C3C2)C1[C@@H](C)C1=C(C=CC=C1)F (S)-6-fluoro-5-(1-(2-fluorophenyl)ethyl)-3-((isoquinolin-3-ylmethyl)amino)-4H-benzo[e][1,2,4]thiadiazine 1,1-dioxide